tert-butyl 1,7-bis(2-(1-(4-((6-amino-2-butoxy-8-oxo-7H-purin-9(8H)-yl)methyl)benzyl)piperidin-4-yl)ethylamino)-1,7-dioxoheptan-4-ylcarbamate NC1=C2NC(N(C2=NC(=N1)OCCCC)CC1=CC=C(CN2CCC(CC2)CCNC(CCC(CCC(=O)NCCC2CCN(CC2)CC2=CC=C(C=C2)CN2C3=NC(=NC(=C3NC2=O)N)OCCCC)NC(OC(C)(C)C)=O)=O)C=C1)=O